COC=1C=C(C(=O)N(C)C)C=CC1NC=1N=CC2=C(N1)C(=NC=C2)NCC(C)(C)OC 3-methoxy-4-((8-((2-methoxy-2-methylpropyl)amino)pyrido[3,4-d]pyrimidin-2-yl)amino)-N,N-dimethylbenzamide